Tert-butyl-2,6-dimethylpiperazine-1-carboxylate C(C)(C)(C)OC(=O)N1C(CNCC1C)C